Cl.N1(CCNCC1)CC#N (S)-2-piperazinyl-acetonitrile hydrochloride